COC(=O)C1CC2C(CC1)O2 4-epoxycyclohexanecarboxylic acid methyl ester